(1-p-fluorophenyl-methyl) t-butyl-peroxy ether C(C)(C)(C)OOOCC1=CC=C(C=C1)F